3-chlorobenzyl ((S)-1-(((S)-4-hydroxy-3-oxo 1-((S)-2-oxopyrrolidin-3-yl)butan-2-yl)amino)-4-methyl-1-oxopentan-2-yl)carbamate OCC([C@H](C[C@H]1C(NCC1)=O)NC([C@H](CC(C)C)NC(OCC1=CC(=CC=C1)Cl)=O)=O)=O